NC1=CC(=NC=N1)C1=CC(=C(N1S(=O)(=O)C1=CC=CC=C1)C1=C(C=C(C=C1)Cl)Cl)C(=O)N 5-(6-aminopyrimidin-4-yl)-2-(2,4-dichlorophenyl)-1-(phenylsulfonyl)-1H-pyrrole-3-carboxamide